C(CCC)[Sn](C=1SC=C(C1)CC(CCCCCCCCCCCC)CCCCCCCCCC)(CCCC)CCCC tributyl-[4-(2-decyltetradecyl)thiophen-2-yl]stannane